CN(C(OC(C)(C)C)=O)C=1C=CC2=C(C=C(O2)C)C1 tert-butyl methyl(2-methylbenzofuran-5-yl)-carbamate